The molecule is a furanocoumarin that is 2H-furo[2,3-h]chromen-2-one substituted by a hydroxy group at position 5, 2-hydroxypropan-2-yl group at position 8, a 2-methylpropanoyl group at position 6 and a phenyl group at position 4. Isolated from the bark of Ochrocarpos punctatus, it exhibits cytotoxicity against the A2780 ovarian cancer cell line. It has a role as a metabolite and an antineoplastic agent. It is a furanocoumarin, a member of phenols and a tertiary alcohol. CC(C)C(=O)C1=C2C(=C3C(=C1O)C(=CC(=O)O3)C4=CC=CC=C4)C=C(O2)C(C)(C)O